5-(4-Amino-5-(trifluoromethyl)pyrrolo[2,1-f][1,2,4]triazin-7-yl)-N-((3R,4S)-4-fluoro-1-((R)-3,3,3-trifluoro-2-hydroxy-2-methylpropanoyl)pyrrolidin-3-yl)-2-methoxy-N-methylnicotinamid NC1=NC=NN2C1=C(C=C2C=2C=NC(=C(C(=O)N(C)[C@@H]1CN(C[C@@H]1F)C([C@@](C(F)(F)F)(C)O)=O)C2)OC)C(F)(F)F